1-[2-fluoro-3-[[7-[(3-fluoro-2-pyridinyl)oxy]-4-methyl-2-oxo-chromen-3-yl]methyl]phenyl]-N-methyl-methanesulfonamide FC1=C(C=CC=C1CC=1C(OC2=CC(=CC=C2C1C)OC1=NC=CC=C1F)=O)CS(=O)(=O)NC